C(C)OC(N[C@@H]1[C@H]([C@@H]2OC(OC[C@H]2O[C@@H]1OCC1=CC=CC=C1)C1=CC=CC=C1)O)=O Ethyl((4aR,6S,7R,8R,8aS)-6-(benzyloxy)-8-hydroxy-2-phenylhexahydropyrano[3,2-d][1,3]dioxin-7-yl)carbamat